ClC=1C=C(OC2=C(C=C(C=C2)NC(CC2=CC(=CC=C2)C)=O)S(N)(=O)=O)C=CC1 N-[4-(3-chlorophenoxy)-3-sulfamoylphenyl]-2-(3-methylphenyl)acetamide